3-(4-((tert-butoxycarbonyl)amino)phenyl)-1-methyl-1H-pyrazole-4-carboxylic acid C(C)(C)(C)OC(=O)NC1=CC=C(C=C1)C1=NN(C=C1C(=O)O)C